CC1=CC=C(C=C1)S(=O)(=O)OC[C@@]1(C=C2C([C@](C3(C(=C2[C@H]1O)C)CC3)(C)O)=O)C ((2'S,3'R,6'R)-3',6'-dihydroxy-2',4',6'-trimethyl-7'-oxo-2',3',6',7'-tetrahydrospiro[cyclopropane-1,5'-inden]-2'-yl)methyl 4-methylbenzenesulfonate